BrC=1C(=C(C=C(C1)C)C(CC(=O)N1CCC(CC1)(C)C)=O)O (3-bromo-2-hydroxy-5-methyl-phenyl)-3-(4,4-dimethyl-1-piperidyl)propane-1,3-dione